ClC=1C(=CC=C2N=CC(=NC12)C=1C=NNC1)OC=1C=CC2=C(N(C(=N2)C)COCC[Si](C)(C)C)C1 8-chloro-7-((2-methyl-1-((2-(trimethylsilyl)ethoxy)methyl)-1H-benzo[d]imidazol-6-yl)oxy)-2-(1H-pyrazol-4-yl)quinoxaline